COC1=C(C=CC=C1)CC(=O)C1NCCC(C1)N1C(NC2=C1C=CC=C2)=O 1-(2-(2-(2-methoxyphenyl)acetyl)piperidin-4-yl)-1,3-dihydro-2H-benzo[d]imidazol-2-one